COC=1C2=C(N=C(N1)NC1CC3(C1)CCN(CC3)C(C)=O)NC=C2C2=CC=3N(C=C2)N=CC3 1-(2-((4-methoxy-5-(pyrazolo[1,5-a]pyridin-5-yl)-7H-pyrrolo[2,3-d]pyrimidin-2-yl)amino)-7-azaspiro[3.5]nonan-7-yl)ethan-1-one